C(C)PCC.[Al] Aluminium diethylphosphin